2-cyclobutyl-7-(6-methylisoquinolin-4-yl)-5,7-diazaspiro[3.4]octane-6,8-dione C1(CCC1)C1CC2(C1)NC(N(C2=O)C2=CN=CC1=CC=C(C=C21)C)=O